P(=O)([O-])([O-])[O-].[Cs+].[Rb+].[Mg+2] magnesium rubidium cesium phosphate